3-(2-(5-(4-hydroxybenzylidene)-3-(4-n-butylphenyl)-4-oxothiazolidin-2-ylidene)hydrazono)-5-methyl-1H-indol-2-one OC1=CC=C(C=C2C(N(C(S2)=NN=C2C(NC3=CC=C(C=C23)C)=O)C2=CC=C(C=C2)CCCC)=O)C=C1